silver-sulfide germanium [Ge+2].[S-2].[Ag+]